1-methyl-4-(1-methyl-vinyl)cyclohexane CC1CCC(CC1)C(=C)C